NC=1NC(C=2N=CN(C2N1)\C=C\1/[C@@](C1)(CO)CO[P@](=O)(OC1=CC=CC=C1)N[C@H](C(=O)OC)C)=O (S)-Methyl 2-(((S)-(((S,Z)-2-((2-amino-6-oxo-1H-purin-9(6H)-yl)methylene)-1-(hydroxymethyl)cyclopropyl)methoxy)(phenoxy)phosphoryl)amino)propanoate